1-(4-(tert-butyl)phenyl)-3-(4-chloro-3-nitrophenyl)urea C(C)(C)(C)C1=CC=C(C=C1)NC(=O)NC1=CC(=C(C=C1)Cl)[N+](=O)[O-]